2-(2-(2-((2,2-Dimethoxyethyl)thio)quinolin-7-yl)vinyl)phenol COC(CSC1=NC2=CC(=CC=C2C=C1)C=CC1=C(C=CC=C1)O)OC